BrC1=NO[C@H](C1)[C@@H]1CN(CCC1)C(=O)OC(C)(C)C tert-butyl (3S)-3-[(5R)-3-bromo-4,5-dihydroisoxazol-5-yl]piperidine-1-carboxylate